1-(1-(6-bromo-7-(difluoromethyl)-3,4-dihydroquinolin-1(2H)-yl)-3-(oxetan-3-yl)-5,6-dihydroimidazo[1,5-a]pyrazin-7(8H)-yl)ethan-1-one BrC=1C=C2CCCN(C2=CC1C(F)F)C=1N=C(N2C1CN(CC2)C(C)=O)C2COC2